tert-Butyl (S)-1-methyl-2-oxoimidazolidine-4-carboxylate CN1C(N[C@@H](C1)C(=O)OC(C)(C)C)=O